C(C)OC(CC(C)N)=O Beta-aminobutyric acid ethyl ester